S1C=NC(=C1)C#N thiazol-4-carbonitril